3-[(1,3-dimethoxypropan-2-yl)(1-methyl-1H-pyrazol-4-yl)sulfamoyl]-1-(1,2,3,5,6,7-hexahydro-s-indacen-4-yl)urea COCC(COC)N(S(=O)(=O)NC(NC1=C2CCCC2=CC=2CCCC12)=O)C=1C=NN(C1)C